2-Ethyl-2-{[(2'-fluorobiphenyl-4-yl)carbamoyl]amino}butanoic acid C(C)C(C(=O)O)(CC)NC(NC1=CC=C(C=C1)C1=C(C=CC=C1)F)=O